ETHYLENE METHYL METHACRYLATE C(C(=C)C)(=O)OC.C=C